COC1=NC(=CC=C1NC(=O)C=1C(=NOC1C)C1=CC=CC=C1)C1=CN=NC=C1 N-(2-Methoxy-6-(pyridazin-4-yl)pyridin-3-yl)-5-methyl-3-phenylisoxazole-4-carboxamide